3-({9-[(4-bromophenyl)methyl]-8-oxo-1,5,9,11-tetraazatricyclo[8.4.0.02,7]tetradeca-2(7),10-dien-5-yl}methyl)benzonitrile BrC1=CC=C(C=C1)CN1C(C=2CN(CCC2N2CCCN=C12)CC=1C=C(C#N)C=CC1)=O